N1=NN(C2=NC=CC=C21)C2=CC(=C(C(=O)N(C1=NC=CC3=CC(=CC=C13)C(N)=O)[C@H]1CN(CCC1)C(=O)OC(C)(C)C)C=C2)F tert-butyl (R)-3-(4-(3H-[1,2,3]triazolo[4,5-b]pyridin-3-yl)-N-(6-carbamoylisoquinolin-1-yl)-2-fluorobenzamido)piperidine-1-carboxylate